2-(2-chlorophenyl)-4-(2-fluoro-4-methoxyphenyl)-5-[(1-methyl-1H-pyrazol-3-yl)methyl]-1H-pyrazolo[4,3-c]pyridine-3,6(2H,5H)-dione ClC1=C(C=CC=C1)N1NC=2C(=C(N(C(C2)=O)CC2=NN(C=C2)C)C2=C(C=C(C=C2)OC)F)C1=O